COC1=NC=C(C2=C1N=C(S2)NC(=O)C2(CC2)C(=O)N(C)C)C2=CC=CC=C2 Cyclopropane-1,1-dicarboxylic acid dimethylamide (4-methoxy-7-phenyl-thiazolo[4,5-c]pyridin-2-yl)-amide